3-difluoromethyl-5-amino-2-(1H-pyrazol-1-yl)pyridine FC(C=1C(=NC=C(C1)N)N1N=CC=C1)F